(+-)-9-(benzyloxy)-3-(tert-butoxy)-10-methoxy-1,3,4,6,7,11B-hexahydro-2H-pyrido[2,1-a]isoquinolin-2-ol C(C1=CC=CC=C1)OC=1C=C2CCN3C(C2=CC1OC)CC(C(C3)OC(C)(C)C)O